FC=1C=CC(=C(C1)NS(=O)(=O)C)OC1=CC=CC=C1 N-(5-fluoro-2-phenoxyphenyl)methanesulfonamide